2,2-dimethyl-pyrano[3,2-b]pyridine-8-carboxamide CC1(C=CC2=NC=CC(=C2O1)C(=O)N)C